bicyclo[3.3.1]nonanone C12C(CCC(CCC1)C2)=O